(propylcyclopentadienyl)osmium C(CC)C1(C=CC=C1)[Os]